C(C)(C)(C)N(C(O)=O)CCCC[C@@H](C)N.NCC(COC=1C=C(C=CC1F)NC(C1=C(C=C(C(=C1)C(F)(F)F)C1CC1)OC1=C(C=C(C=C1)F)C)=O)O N-(3-(3-amino-2-hydroxypropoxy)-4-fluorophenyl)-4-cyclopropyl-2-(4-fluoro-2-methylphenoxy)-5-(trifluoromethyl)benzamide tert-butyl-(R)-(5-aminohexyl)carbamate